C1(CC1)C1=NN(C=C1C1=C(C(=NC=C1)C)F)[C@@H]1C[C@H](C1)C#C (3-cyclopropyl-1-(trans-3-ethynyl-cyclobutyl)-1H-pyrazol-4-yl)-3-fluoro-2-methylpyridine